FC1=CC=C(C2=C1C=CO2)B2OC(C(O2)(C)C)(C)C 4-fluoro-7-(4,4,5,5-tetramethyl-1,3,2-dioxaborolan-2-yl)-1-benzofuran